C[Si]1(O[Si](O[Si](O[Si](O1)(C)C)(C)C)(C)C)C Octamethyl-cyclotetrasiloxan